FC1=C(C=C(C=C1)[C@H]1[C@@H](C1)C=1C(=NC(=NC1)C1=NC=CC=N1)C)OC trans-5-(2-(4-fluoro-3-methoxyphenyl)cyclopropyl)-4-methyl-2,2'-bipyrimidine